FC(C(=O)O)(F)F.ClC=1C=CC(=C(C1)C1=CC(=C(N=N1)N(CC1(C(OCC1)=O)C)C)C(=O)O)F 6-(5-chloro-2-fluorophenyl)-3-{methyl[(3-methyl-2-oxooxolan-3-yl)methyl]amino}pyridazine-4-carboxylic acid trifluoroacetic acid salt